methyl 2-((4-amino-5-bromopyridin-3-yl)oxy)-6-chlorobenzoate NC1=C(C=NC=C1Br)OC1=C(C(=O)OC)C(=CC=C1)Cl